ClC1=C(C=CC=C1Cl)C(=C)C1=C(C=CC2=C1NC(=NS2(=O)=O)O)F 5-(1-(2,3-dichlorophenyl)vinyl)-6-fluoro-3-hydroxy-4H-benzo[e][1,2,4]thiadiazine 1,1-dioxide